1-(E)-2-cyclopentyl-5-(2-(thiazol-4-yl)vinyl)benzene-1,3-diol C1C(CCC1)C1(CC(=CC(=C1)\C=C\C=1N=CSC1)O)O